C(CCCCCCCC)(=O)OCC(COC(CCCCCCCC)=O)(COC(CCCCCCCC)=O)COC(CCCCCCCC)=O Pentaerythritol Tetranonanoate